4-(10-Bromo-1-decyn-1-yl)benzaldehyde BrCCCCCCCCC#CC1=CC=C(C=O)C=C1